Cl.C1(=CC=CC=C1)S(=O)(=O)C1=CC=C(C=C1)CN[C@@H]1C[C@@H](CC1)N(C=1C2=C(N=CN1)SC(=C2)CC(F)(F)F)C (1R,3S)-N3-{[4-(benzenesulfonyl)phenyl]methyl}-N1-methyl-N1-[6-(2,2,2-trifluoroethyl)thieno[2,3-d]pyrimidin-4-yl]cyclopentane-1,3-diamine hydrochloride